ClC=1C(=C(C=CC1Cl)O)C(C1=CC(=NC=C1)N1CCOCC1)O 3,4-dichloro-2-[hydroxy[2-(morpholin-4-yl)pyridin-4-yl]methyl]phenol